[Si](C)(C)(C(C)(C)C)OC1C([C@@H](O[C@@H]1CCN1CCOCC1)N1C(NC(C=C1)=O)=O)OC 1-[(2R,5R)-4-[tert-butyl(dimethyl)silyl]oxy-3-methoxy-5-(2-morpholinoethyl)tetrahydrofuran-2-yl]pyrimidine-2,4-dione